OC1(CCC(CC1)CC(=O)NCC1=CC(=NC=C1)OCC(F)(F)F)C 2-((1s,4s)-4-Hydroxy-4-methylcyclohexyl)-N-((2-(2,2,2-trifluoroethoxy)pyridin-4-yl)methyl)acetamide